B1B=C(C(=C(C=CC=C1)I)I)I (diboroninetriyl) iodide